tert-butyl-diphenylsilyl-chlorosilane [Si](C1=CC=CC=C1)(C1=CC=CC=C1)(C(C)(C)C)[SiH2]Cl